3-((3-(6-(2-(3,5-bis(trifluoromethyl)phenoxy)ethoxy)pyridin-3-yl)-5-(1H-tetrazol-5-yl)phenyl)amino)-4-hydroxycyclobut-3-ene-1,2-dione FC(C=1C=C(OCCOC2=CC=C(C=N2)C=2C=C(C=C(C2)C2=NN=NN2)NC=2C(C(C2O)=O)=O)C=C(C1)C(F)(F)F)(F)F